C(C)(C)(C)N(C(O)=O)CC#CC=1OC2=C(C1)C(=CC=C2)[C@@H]2C(NC(CC2)=O)=O.CN2C=C(C1=CC=CC=C21)C(C2=CC=CC=1N(C3=CC=CC=C3C21)C2CCN(CC2)CC2=NC=CC=C2)C(=O)C(C2=CN(C1=CC=CC=C21)C)C2=CC=CC=1N(C3=CC=CC=C3C21)C2CCN(CC2)CC2=NC=CC=C2 |o1:20| (1-methyl-1H-indol-3-yl)(9-(1-(pyridin-2-ylmethyl)piperidin-4-yl)-9H-carbazol-4-yl)methylketone tert-butyl-(R*)-(3-(4-(2,6-dioxopiperidin-3-yl)benzofuran-2-yl)prop-2-yn-1-yl)carbamate